C1(=CC(=CC=C1)C1=NC(=NO1)C1N(CCC1)C#N)C1=CC=CC=C1 (5-([1,1'-Biphenyl]-3-yl)-1,2,4-oxadiazol-3-yl)pyrrolidine-1-carbonitrile